4-[[5-(4-cyclopropyl-2-fluoro-anilino)-4-methyl-3-pyridyl]methyl]-3-fluoro-pyridin-2-amine C1(CC1)C1=CC(=C(NC=2C(=C(C=NC2)CC2=C(C(=NC=C2)N)F)C)C=C1)F